C(C)(C)(C)OC(=O)N1CC2=C(N=CN=C2)CC1C.CC(C)(C)[Si](OCC1=CC(=NO1)C1=C(C=CC=C1)OC)(C1=CC=CC=C1)C1=CC=CC=C1 5-[[[(1,1-dimethylethyl)diphenylsilyl]oxy]methyl]-3-(2-methoxyphenyl)isoxazole tert-butyl-7-methyl-7,8-dihydropyrido[4,3-d]pyrimidine-6(5H)-carboxylate